O1C(=NC2=C1C=CC=C2)C2=CC=C(C=C2)N2NC(=CC2C2=CC=C(C=C2)C(C)(C)C)C=CC2=CC=C(C=C2)C(C)(C)C 1-(4-(benzoxazol-2-yl)phenyl)-3-(4-tert-butyl-styryl)-5-(4-tert-butylphenyl)-pyrazoline